C(C)(=O)N(C=1SC2=C(C1C(=O)OC)C=CC(=C2CN(C)C)O)CCC2=C(C=CC=C2)F Methyl 2-{acetyl[2-(2-fluorophenyl)ethyl]amino}-7-[(dimethylamino)methyl]-6-hydroxy-1-benzothiophene-3-carboxylate